4-(6-(4-acrylamidophenyl)-4-aminopyrazolo[5,1-f][1,2,4]triazin-5-yl)-N-cyclopropyl-2-methoxybenzamide C(C=C)(=O)NC1=CC=C(C=C1)C1=NN2N=CN=C(C2=C1C1=CC(=C(C(=O)NC2CC2)C=C1)OC)N